N-(4-nitrobenzyl)-N,N-dimethylanilinium [N+](=O)([O-])C1=CC=C(C[N+](C2=CC=CC=C2)(C)C)C=C1